C(#N)C1(CN(C1)CC=1C(=CC2=C(N=C(O2)C=2C(=C(C=CC2)C2=C(C(=CC=C2)C=2OC3=C(N2)C=C(C(=C3)OC(F)F)CN3[C@@H](CCC3)C(=O)O)C)C)C1)OC(F)F)C ((2-(3'-(5-((3-cyano-3-methylazetidin-1-yl)methyl)-6-(difluoromethoxy)benzo[d]oxazol-2-yl)-2,2'-dimethyl-[1,1'-biphenyl]-3-yl)-6-(difluoromethoxy)benzo[d]oxazol-5-yl)methyl)-L-proline